8,8'-methylenebis(2-(3,4-dihydroxyphenyl)-5,7-dihydroxy-6-methoxy-4H-chromen-4-one) C(C=1C(=C(C(=C2C(C=C(OC12)C1=CC(=C(C=C1)O)O)=O)O)OC)O)C=1C(=C(C(=C2C(C=C(OC12)C1=CC(=C(C=C1)O)O)=O)O)OC)O